4-chloro-7-hydroxyquinoline ClC1=CC=NC2=CC(=CC=C12)O